(R)-6-fluoro-5-(1-(2-fluorophenyl)ethyl)-3-((pyridin-4-ylmethyl)amino)-4H-benzo[e][1,2,4]thiadiazine 1,1-dioxide FC=1C=CC2=C(NC(=NS2(=O)=O)NCC2=CC=NC=C2)C1[C@H](C)C1=C(C=CC=C1)F